glyceramide C(C(O)CO)(=O)N